C(CC)OCNC(=O)N(COCCC)COCCC 1,3,3-tris-propoxymethylurea